OC=1C(=C(C=CC1)C1=CC(=CC=C1)C=O)C 3'-Hydroxy-2'-methyl-[1,1'-biphenyl]-3-carbaldehyde